4,4'-dichlorobenzil ClC1=CC=C(C=C1)C(=O)C(=O)C1=CC=C(C=C1)Cl